Cl.NC1=NC=CC(=C1F)CC=1C(=C(C(=C(C(=O)O)C1)NC1=C(C=C(C=C1)I)F)F)F 5-((2-amino-3-fluoropyridin-4-yl)methyl)-3,4-difluoro-2-((2-fluoro-4-iodophenyl)amino)benzoate Hydrochloride